CN(C1CC2(NC3=C(NC2=O)C=NC2=C3C=CN2)CC1)C 3-(dimethylamino)-4',7'-dihydrospiro[cyclopentane-1,2'-pyrrolo[3',2':5,6]pyrido[3,4-b]pyrazine]-3'(1'H)-one